(3aR,5s,6aS)-N-(6-(phenylsulfonyl)pyridazin-3-yl)-2-((tetrahydro-2H-pyran-4-yl)methyl)octahydrocyclopenta[c]pyrrol-5-amine C1(=CC=CC=C1)S(=O)(=O)C1=CC=C(N=N1)NC1C[C@@H]2[C@@H](CN(C2)CC2CCOCC2)C1